(R)-1-((8-((3'-(5-(Dimethylglycyl)-5,6-dihydro-4H-pyrrolo[3,4-d]thiazol-2-yl)-2,2'-dimethyl-[1,1'-biphenyl]-3-yl)amino)-1,7-naphthyridin-3-yl)methyl)-3-methylpyrrolidin CN(CC(=O)N1CC=2N=C(SC2C1)C=1C(=C(C=CC1)C1=C(C(=CC=C1)NC=1N=CC=C2C=C(C=NC12)CN1C[C@@H](CC1)C)C)C)C